C(CC(=O)C)(=O)[O-].[Al+3].C(CC(=O)C)(=O)[O-].C(CC(=O)C)(=O)[O-] aluminum acetoacetate